5,8-diaza-spiro[3.5]nonane-6-one hydrochloride Cl.C1CCC12NC(CNC2)=O